1-methyl-1,2,3,6-tetrahydropyridin-1-ium iodide [I-].C[NH+]1CCC=CC1